2-chloro-N-(4-(5-(2-fluorobenzamido)-1-methyl-1H-pyrazol-3-yl)phenyl)benzamide ClC1=C(C(=O)NC2=CC=C(C=C2)C2=NN(C(=C2)NC(C2=C(C=CC=C2)F)=O)C)C=CC=C1